2-hydroxy-3-morpholin-4-ylpropane-1-sulfonic acid OC(CS(=O)(=O)O)CN1CCOCC1